ClC=1C(=NC=C(C1NC=1C(=C2C(N(C=NC2=CC1)C)=O)C)Cl)N(S(=O)(=O)CCC)COCC[Si](C)(C)C N-(3,5-dichloro-4-((3,5-dimethyl-4-oxo-3,4-dihydroquinazolin-6-yl)amino)pyridin-2-yl)-N-((2-(trimethylsilyl)ethoxy)methyl)propane-1-sulfonamide